OCCC1(C2=CC(=CC=C2C=2C=CC(=CC12)Br)Br)CCO 9,9-bis(2'-hydroxyethyl)-2,7-dibromo-9H-fluorene